ethyl (2R)-2-[[(2S)-4-(5-amino-1-methyl-benzimidazol-2-yl)-2-(tert-butoxycarbonylamino)butanoyl]amino]-4-methyl-pentanoate NC1=CC2=C(N(C(=N2)CC[C@@H](C(=O)N[C@@H](C(=O)OCC)CC(C)C)NC(=O)OC(C)(C)C)C)C=C1